Cl.ClC1=C(C=CC=C1)C=1OC2=C(C(C1)=O)C(=CC(=C2[C@H]2[C@@H](N(CC2)C)CO)O)O 2-(2-chlorophenyl)-5,7-dihydroxy-8-[(2R,3S)-2-(hydroxymethyl)-1-methyl-3-pyrrolidinyl]-4H-1-benzopyran-4-one hydrochloride